C(C)(C)(C)N(C(O)=O)C(C)(C)C=1C=NC(=CC1)Br.C(C)(C)C1=CC=C(C=C1)C=1N=C2N(C=CC=N2)C1CN1C2CN(CCC1CC2)C(=O)C2=NC(=CC=C2)OC [9-{[2-(4-isopropylphenyl)imidazo[1,2-a]pyrimidin-3-yl]methyl}-3,9-diazabicyclo[4.2.1]non-3-yl](6-methoxypyridin-2-yl)methanone tert-butyl-(2-(6-bromopyridin-3-yl)propan-2-yl)carbamate